ClC=1C(=NC(=C(C1)C#N)N1C[C@@H](C([C@@H](C1)C)F)C)NC=1C=C2C=C(C(N(C2=CC1)C)=O)OCC1CN(CCO1)C(=O)OC(C)(C)C tert-Butyl 2-(((6-((3-chloro-5-cyano-6-((3S,4S,5R)-4-fluoro-3,5-dimethylpiperidin-1-yl)pyridin-2-yl)amino)-1-methyl-2-oxo-1,2-dihydroquinolin-3-yl)oxy)methyl)morpholine-4-carboxylate